(R/S)-N-(3-(1-aminoethyl)-5-fluorophenyl)acetamide hydrochloride Cl.N[C@H](C)C=1C=C(C=C(C1)F)NC(C)=O |r|